[(cis-3-aminocyclobutyl)amino]-N'-(2-ethyl-4-hydroxyphenyl)-6-(6-methoxy-4-methylpyridin-3-yl)pyrrolo[1,2-b]pyridazine-3-carboximidamide N[C@H]1C[C@H](C1)NC=1C(=CC=2N(N1)C=C(C2)C=2C=NC(=CC2C)OC)C(N)=NC2=C(C=C(C=C2)O)CC